(4-((5-chloro-4-(1-isopropyl-1H-pyrazol-4-yl)pyrimidin-2-yl)amino)-3-methoxyphenyl)(4-methoxypiperidin-1-yl)methanone ClC=1C(=NC(=NC1)NC1=C(C=C(C=C1)C(=O)N1CCC(CC1)OC)OC)C=1C=NN(C1)C(C)C